2-[3-methoxy-4-(1H-pyrazol-4-yl)phenyl]8-(5-methyl-1,2-oxazol-3-Carbonyl)-2,8-diazaspiro[4.5]Decan-1-one COC=1C=C(C=CC1C=1C=NNC1)N1C(C2(CC1)CCN(CC2)C(=O)C2=NOC(=C2)C)=O